BrC=1N=C2N(N1)C(CC2O)C2=CC=CC=C2 2-bromo-5-phenyl-6,7-dihydro-5H-pyrrolo[1,2-b][1,2,4]triazol-7-ol